FC=1C(=C2C(=NC1)N(N=C2)C2OCCCC2)I 5-fluoro-4-iodo-1-(tetrahydro-2H-pyran-2-yl)-1H-pyrazolo[3,4-b]Pyridine